N5-(tert-butyl)-2-(1-(tetrahydro-2H-pyran-2-yl)-1H-pyrazol-5-yl)-N7-((S)-1-(3-(trifluoromethyl)phenyl)ethyl)thieno[3,2-b]pyridine-5,7-diamine C(C)(C)(C)NC1=CC(=C2C(=N1)C=C(S2)C2=CC=NN2C2OCCCC2)N[C@@H](C)C2=CC(=CC=C2)C(F)(F)F